(S)-2-((1-aminospiro[4.4]nonan-1-yl)methoxy)-6-methoxy-4-(5-methoxyimidazo[1,2-a]pyridin-3-yl)benzonitrile N[C@]1(CCCC12CCCC2)COC2=C(C#N)C(=CC(=C2)C2=CN=C1N2C(=CC=C1)OC)OC